C(C)C1=CC=C(OC2CN(C2)C2=CC=C(C=N2)C=2C=3N(C=C(C2)O)N=C(C3C#N)F)C=C1 4-(6-(3-(4-ethylphenoxy)azetidin-1-yl)pyridin-3-yl)-2-fluoro-6-hydroxypyrazolo[1,5-a]pyridine-3-carbonitrile